2-chloro-N-((1-(4-(4-chlorophenoxy)piperidine-4-carbonyl)piperidin-4-yl)methyl)acetamide hydrochloride Cl.ClCC(=O)NCC1CCN(CC1)C(=O)C1(CCNCC1)OC1=CC=C(C=C1)Cl